ClC1=CC=C2C(=CNC2=C1C1=NN(N=C1)C)S(=O)(=O)NC1=NC(=C(C(=N1)OC)OCCF)OC 6-chloro-N-[5-(2-fluoroethoxy)-4,6-dimethoxy-pyrimidin-2-yl]-7-(2-methyltriazol-4-yl)-1H-indole-3-sulfonamide